4-(aminomethyl)-3,5-difluorobenzonitrile methyl-(R)-pyrrolidine-3-acetate HCl Cl.COC(C[C@@H]1CNCC1)=O.NCC1=C(C=C(C#N)C=C1F)F